C1(CCCCC1)[C@@H](C(=O)N(C)[C@H](C[C@@H](OCC)C=1SC=C(N1)C(=O)N[C@H](C[C@@H](C(=O)O)C)CC1=CC=CC=C1)C(C)C)NC(=O)[C@@H]1N(CCCC1)C (2S,4R)-4-(2-((1R,3R)-3-((S)-2-cyclohexyl-N-methyl-2-((R)-1-methylpiperidine-2-carboxamido)acetamido)-1-ethoxy-4-methylpentyl)thiazole-4-carboxamido)-2-methyl-5-phenylpentanoic acid